NC=1C2=C(N=CN1)N(C=C2)[C@@H]2O[C@@H]([C@H]([C@H]2O)O)[C@H](O)C2=CC=1CC(C1C=C2)(F)F (2R,3R,4S,5R)-2-(4-amino-7H-pyrrolo[2,3-d]pyrimidin-7-yl)-5-((R)-(7,7-difluorobicyclo[4.2.0]octa-1(6),2,4-trien-3-yl)(hydroxy)methyl)tetrahydrofuran-3,4-diol